FC1=CC=C(C=C1)N1N=C(C(=C1)C1OC(C(N1CCC1=CC=C(C=C1)OCC)=O)C)C1=CC=C(C=C1)F 2-(1,3-Bis(4-fluorophenyl)-1H-pyrazol-4-yl)-3-(4-ethoxyphenethyl)-5-methyloxazolidin-4-one